(±)-rel-(1R,2S,5S)-4-oxo-3,8-diazabicyclo[3.2.1]octane-2,8-diformate O=C1N[C@@H]([C@H]2CC[C@@H]1N2C(=O)[O-])C(=O)[O-] |r|